3-(6-(2-acetamidoethoxy)pyridin-3-yl)propanoic acid C(C)(=O)NCCOC1=CC=C(C=N1)CCC(=O)O